perfluoro(ethyl-vinyl)ether FC(=C(C(C(F)(F)F)(F)F)F)OC(=C(F)C(C(F)(F)F)(F)F)F